C1CN(CCC12CCNCC2)CC2=CC=C(C=C2)C2=CC1=C(N=CN=C1C=1C(=C(C=C(C1)F)NC(C1=C(C=C(C=C1)C(C)(C)O)F)=O)C)N2 N-(3-(6-(4-(3,9-diazaspiro[5.5]undecan-3-ylmethyl)phenyl)-7H-pyrrolo[2,3-d]pyrimidin-4-yl)-5-fluoro-2-methylphenyl)-2-fluoro-4-(2-hydroxypropan-2-yl)benzamide